NC1=C(C=C(N=N1)C1=C(C=CC=C1)O)N1CC2CCC(C1)N2C2=CC(=NC=C2)C#CCN2CC(CC(CC2)(F)F)C 2-[6-amino-5-[8-[2-[3-(5,5-difluoro-3-methyl-azepan-1-yl)prop-1-ynyl]-4-pyridinyl]-3,8-diazabicyclo[3.2.1]oct-3-yl]pyridazin-3-yl]phenol